ClC=1N=C(C2=C(N1)N(C=C2)[C@H]2[C@@H]([C@@H]([C@H](O2)COCP(O)(O)=O)O)O)N2CCOCC2 [(2R,3S,4R,5R)-5-(2-chloro-4-morpholino-pyrrolo[2,3-d]-pyrimidin-7-yl)-3,4-dihydroxy-tetrahydro-furan-2-yl]methoxy-methylphosphonic acid